lauric acid behenyl ester C(CCCCCCCCCCCCCCCCCCCCC)OC(CCCCCCCCCCC)=O